C(CCCC)(=O)OC=1C=2C(C(=COC2C=C(C1)OC(CCCC)=O)C1=CC=C(OC(CCCC)=O)C=C1)=O Genistein tripentanoate